N[C@@H]1CN(CC1)C1=C(C=NC=C1C1=CC(=CC=C1)C#N)C(=O)NCC1=CC=CC=C1 4-[(3S)-3-aminopyrrolidin-1-yl]-N-benzyl-5-(3-cyanophenyl)pyridine-3-carboxamide